(4R)-4-[3-[3-[6-(4-Chloro-2-methylsulfonyl-phenyl)-3-pyridyl]azetidin-1-yl]-3-oxo-propyl]oxazolidin-2-one ClC1=CC(=C(C=C1)C1=CC=C(C=N1)C1CN(C1)C(CC[C@H]1NC(OC1)=O)=O)S(=O)(=O)C